CC(CNC(OC(C)(C)C)=O)(C)C=1NC2=CC=C(C=C2C1)[N+](=O)[O-] tert-Butyl 2-methyl-2-(5-nitro-1H-indol-2-yl)propylcarbamate